6-methylquinoxalin-2(1H)-one CC=1C=C2N=CC(NC2=CC1)=O